1-[2-[4-(2-Chlorophenyl)-2-oxo-chromen-7-yl]oxypropanoyl]-3-methyl-piperidin ClC1=C(C=CC=C1)C1=CC(OC2=CC(=CC=C12)OC(C(=O)N1CC(CCC1)C)C)=O